BrC=1C(=C(C(NC1)=O)C(=O)O)C 5-bromo-4-methyl-2-oxo-1,2-dihydropyridine-3-carboxylic acid